ClC1=C(C=C(C=C1)C1CCNCC1)C 4-(4-Chloro-3-methylphenyl)piperidine